C(CCC)N1C(=C(C(C=C1C)=O)O)CNC(CCCCC)=O N-((1-butyl-3-hydroxy-6-methyl-4-oxo-1,4-dihydropyridin-2-yl)methyl)hexanamide